P(=O)(O)(O)C(=O)O phosphonoformic acid